bis(di-isopropylphosphino)ferrocene C(C)(C)P(C(C)C)[C-]1C=CC=C1.[C-]1(C=CC=C1)P(C(C)C)C(C)C.[Fe+2]